(R)-1-(4-(2,6-dioxapiperidin-3-yl)-3,5-difluorophenyl)azetidine-3-carbaldehyde N1O[C@H](CCO1)C1=C(C=C(C=C1F)N1CC(C1)C=O)F